CN(C)C1=C(C=CC=C1)B(O)O 2-(N,N-dimethylamino)phenylboronic acid